6-(3-(piperidin-4-ylidenemethyl)-1,2,4-triazin-6-yl)isoquinolin-7-ol N1CCC(CC1)=CC=1N=NC(=CN1)C=1C=C2C=CN=CC2=CC1O